C/C(=C\\CC/C(=C/C(=O)O)/C)/CC/C=C(\\C)/CC/C=C(\\C)/CO The molecule is a diterpenoid obtained by hydroxylation of one of the terminal methyl groups of (2E,6E,10E)-geranylgeranic acid. It is a diterpenoid, an alpha,beta-unsaturated monocarboxylic acid, a methyl-branched fatty acid, a trienoic fatty acid and a hydroxy polyunsaturated fatty acid. It derives from a (2E,6E,10E)-geranylgeranic acid. It is a conjugate acid of a (2E,6E,10E,14E)-omega-hydroxygeranylgeranate.